Cl.O1CC(CCC1)CN tetrahydropyran-3-ylmethanamine hydrochloride